(S)-1-(3-((1-((6-chloropyridin-3-yl)amino)isoquinolin-6-yl)oxy)piperidin-1-yl)ethan-1-one ClC1=CC=C(C=N1)NC1=NC=CC2=CC(=CC=C12)O[C@@H]1CN(CCC1)C(C)=O